FC1=C(C=CC(=N1)C(=O)NC)N1CCC(CC1)N1C2CC(C1)(C2)C=2NC(C1=C(N2)N(CCC1)C)=O 6-fluoro-N-methyl-5-(4-(4-(8-methyl-4-oxo-3,4,5,6,7,8-hexahydropyrido[2,3-d]pyrimidin-2-yl)-2-azabicyclo[2.1.1]hexan-2-yl)piperidin-1-yl)picolinamide